1-Ethyl-4-(2-fluoro-3-((4-methoxybenzyl)oxy)-6-nitrophenyl)-3-(trifluoromethyl)-1H-pyrazole C(C)N1N=C(C(=C1)C1=C(C(=CC=C1[N+](=O)[O-])OCC1=CC=C(C=C1)OC)F)C(F)(F)F